6-(4-formylphenyl)pyridine-3-carbaldehyde C(=O)C1=CC=C(C=C1)C1=CC=C(C=N1)C=O